C(C\C=C/C\C=C/CC)OC1=CC2=CC=CC=C2C=C1 2-(((3Z,6Z)-non-3,6-dien-1-yl)oxy)naphthalene